ClC1=C(C=CC=C1Cl)N1CCN(CC1)CCC1=CCC(CC1)N 4-(2-(4-(2,3-Dichlorophenyl)piperazin-1-yl)ethyl)cyclohex-3-en-1-amine